FC(CCCCCCOC(CCC(=O)OCCCCCCN(CCCCCCCC(=O)OCCCCCCC(C(F)(F)F)(F)F)CCO)OCCCCCCC(C(F)(F)F)(F)F)(C(F)(F)F)F 7,7,8,8,8-pentafluorooctyl 8-((6-((4,4-bis((7,7,8,8,8-pentafluorooctyl)oxy)butanoyl)oxy)hexyl)(2-hydroxyethyl)amino)octanoate